FC1=CC(=NC=C1)NC(C)=O N-(4-fluoropyridin-2-yl)acetamide